N1N=CC2=C(C=CC=C12)COC=1C(=NC(=CC1)C)C=O 3-((1H-indazol-4-yl)methoxy)-6-methylpicolinaldehyde